[Cl-].C1(=CC=CC=C1)C(C(=O)OC1CC2CCC(C1)[N+]21CCCC1)(O[Si](OCC)(OCC)OCC)C1=CC=CC=C1 3-(2,2-diphenyl-2-((triethoxysilyl)oxy)acetoxy)spiro[bicyclo[3.2.1]octane-8,1'-pyrrolidin]-8-ium chloride